4-(2-naphthyloxyphenoxy)aniline C1=C(C=CC2=CC=CC=C12)OC1=C(OC2=CC=C(N)C=C2)C=CC=C1